CCCCN1C=C[N+](=C1)C.Cl[Fe-](Cl)(Cl)Cl 1-Butyl-3-methylimidazolium tetrachloroferrate